ClC=1C=CC=2N(N1)C(=C(N2)C2=CC=C(C=C2)Cl)C=2N=NN(C2)CC2=CC(=C(C=C2)Cl)Cl 6-Chloro-2-(4-chlorophenyl)-3-(1-(3,4-dichlorobenzyl)-1H-1,2,3-triazol-4-yl)imidazo[1,2-b]pyridazine